((5-Benzylfuran-2-yl)(hydroxy)methylene)-5-chloro-2-oxindole-1-carboxylic acid phenyl ester C1(=CC=CC=C1)OC(=O)N1C(C(C2=CC(=CC=C12)Cl)=C(O)C=1OC(=CC1)CC1=CC=CC=C1)=O